(R)-(2-(4-bromo-2H-1,2,3-triazol-2-yl)-5-chlorophenyl)(4-methyl-2-((2-methylbenzo[d]thiazol-6-yl)methyl)pyrazolidin-1-yl)methanone BrC1=NN(N=C1)C1=C(C=C(C=C1)Cl)C(=O)N1N(C[C@H](C1)C)CC1=CC2=C(N=C(S2)C)C=C1